N1(CCC1)CC1(CC1)NC(=O)C1(CC1)OC1=C(C=CC=C1)C1CC1 N-(1-(azetidin-1-ylmethyl)cyclopropyl)-1-(2-cyclopropylphenoxy)cyclopropane-1-carboxamide